CC(=CCC/C(=C/CC/C(=C/CC/C(=C\\CC/C(=C\\CC/C(=C\\CC/C(=C\\CC/C(=C\\CC/C(=C\\CC/C(=C\\CC/C(=C\\COP(=O)(O)OP(=O)(O)O[C@@H]1[C@@H]([C@H]([C@@H]([C@H](O1)CO)O)O[C@@H]2[C@H]([C@H]([C@@H]([C@H](O2)CO)O)O[C@@H]3[C@H]([C@H]([C@@H]([C@H](O3)CO)O)O[C@@H]4[C@H]([C@H]([C@@H]([C@H](O4)CO)O)O)O[C@@H]5[C@H]([C@H]([C@@H]([C@H](O5)CO)O)O)O[C@@H]6[C@H]([C@H]([C@@H]([C@H](O6)CO)O)O[C@@H]7[C@H]([C@H]([C@@H]([C@H](O7)CO)O)O[C@@H]8[C@H]([C@H]([C@@H]([C@H](O8)CO)O)O)O[C@@H]9[C@H]([C@H]([C@@H]([C@H](O9)CO)O)O)O[C@@H]1[C@H]([C@H]([C@@H]([C@H](O1)CO)O)O)O)O)O)O)O)NC(=O)C)/C)/C)/C)/C)/C)/C)/C)/C)/C)/C)C The molecule is a polyprenyl phospho polysaccharide that consists of the polysaccharide alpha-D-Man-(1->2)-alpha-D-Man-(1->2)-[alpha-D-Man-(1->3)-alpha-D-Man-(1->3)-alpha-D-Man-(1->2)-alpha-D-Man-(1->2)]n-alpha-D-Man-(1->3)-alpha-D-Man-(1->3)-alpha-D-Man-(1->3)-alpha-D-GlcNAc linked via a diphospho group to ditrans,octacis-undecaprenol. It is a conjugate acid of an alpha-D-Man-(1->2)-alpha-D-Man-(1->2)-[alpha-D-Man-(1->3)-alpha-D-Man-(1->3)-alpha-D-Man-(1->2)-alpha-D-Man-(1->2)]n-alpha-D-Man-(1->3)-alpha-D-Man-(1->3)-alpha-D-Man-(1->3)-alpha-D-GlcNAc-ditrans,octacis-undecaprenol(2-).